1,3,5-pentanetriol tert-butyl-(6S,7S)-6-((2,3'-difluoro-[1,1'-biphenyl]-3-yl)methyl)-7-((N,N-dimethylsulfamoyl)amino)-5-azaspiro[2.4]heptane-5-carboxylate C(C)(C)(C)C1CC12CN([C@H]([C@H]2NS(N(C)C)(=O)=O)CC=2C(=C(C=CC2)C2=CC(=CC=C2)F)F)C(=O)O.C(CC(CCO)O)O